OC1=C(N(S(C2=C1C=CC=C2)(=O)=O)C)C(=O)NC=2SC(=CN2)C 4-hydroxy-2-methyl-N-(5-methyl-2-thiazolyl)-2H-1,2-benzothiazine-3-formamide-1,1-dioxide